bis(benzoyl)-(3-hexen-3-yl)-phosphine oxide C(C1=CC=CC=C1)(=O)P(C(CC)=CCC)(C(C1=CC=CC=C1)=O)=O